4-nitro-1-phenyl-3,5-bis(propan-2-yl)-1H-pyrazole [N+](=O)([O-])C=1C(=NN(C1C(C)C)C1=CC=CC=C1)C(C)C